ClC=1C=CC(=NC1)[C@H](C(F)(F)F)NC(=O)C=1C=C2CN(C(C2=CC1)=O)C1C(NC(CC1)=O)=O N-((R)-1-(5-chloropyridin-2-yl)-2,2,2-trifluoroethyl)-2-(2,6-dioxopiperidin-3-yl)-1-oxoisoindoline-5-carboxamide